S(=O)(=O)(ON1[C@@H]2CC[C@H](N(C1=O)C2)C(N)=O)OCC2(C(OCCC2)=O)C (1R,2S,5R)-2-carbamoyl-7-oxo-1,6-diazabicyclo[3.2.1]octan-6-yl ((3-methyl oxotetrahydro-2H-pyran-3-yl)methyl) sulfate